bismuth-indium-tin [Sn].[In].[Bi]